O=C(C(=C)C1=C(C#N)C=CC=C1)N1CCCC1 (3-oxo-3-(pyrrolidin-1-yl)prop-1-en-2-yl)benzonitrile